ClC1=C(C=CC=C1)[C@H]1CC[C@H](N1C(=O)C1CCN(CC1)C1=C(C=CC=C1)C#N)C(=O)O (2S,5R)-5-(2-chlorophenyl)-1-(1-(2-cyanophenyl)piperidine-4-carbonyl)pyrrolidine-2-carboxylic acid